C(=CCCCCCCCCCCCCCC)([O-])[O-] hexadecenediolate